Ethyl (S)-3-((tert-butoxycarbonyl)amino)-3-(4'-cyclopropyl-4-fluoro-2'-(hex-5-en-1-yl)-5,6'-dimethyl-[1,1'-biphenyl]-3-yl)propanoate C(C)(C)(C)OC(=O)N[C@@H](CC(=O)OCC)C=1C=C(C=C(C1F)C)C1=C(C=C(C=C1C)C1CC1)CCCCC=C